(4-(4-pyridyl)phenyl)boronic acid N1=CC=C(C=C1)C1=CC=C(C=C1)B(O)O